C(OC(C)(C)C)(OC(=O)OC(C)(C)C)=O tert-butyl (2-methylpropan-2-yl)oxycarbonyl carbonate